C1(CC1)NC(OCN(C1=C(C=C(C=C1)[N+](=O)[O-])CS(=O)C)C)=O 1-((methyl (2-(methylsulfinylmethyl)-4-nitrophenyl) amino) methyl) cyclopropylcarbamate